1-isothiocyanato-4-(trifluoromethyl)benzene N(=C=S)C1=CC=C(C=C1)C(F)(F)F